C(CC(C)C)NC(=O)N1C=NC2=C1C=CC=C2N2C[C@@H](OCC2)C (S)-N-iso-Pentyl-4-(2-methylmorpholino)-1H-benzo[d]imidazole-1-carboxamide